lithium 2-methyl-2-octylpropanedioate CC(C(=O)[O-])(C(=O)[O-])CCCCCCCC.[Li+].[Li+]